C1(CCCCCC1)[C@@H](C(=O)NC=1C=NC(=CC1)C=1C(=NNC1C)C)NC(=O)C1=CC=NN1C (S)-N-(1-cycloheptyl-2-((6-(3,5-dimethyl-1H-pyrazol-4-yl)pyridin-3-yl)amino)-2-oxoethyl)-1-methyl-1H-pyrazole-5-carboxamide